2-(4-(7H-pyrrolo[2,3-d]pyrimidin-4-yl)piperazin-1-yl)-N-(4-(N,N-diethylsulfamoyl)phenyl)acetamide N1=CN=C(C2=C1NC=C2)N2CCN(CC2)CC(=O)NC2=CC=C(C=C2)S(N(CC)CC)(=O)=O